6-isopropoxy-N-(pyrazolo[1,5-a]pyrimidin-3-yl)-2-(tetrahydro-2H-pyran-2-yl)-2H-indazole-5-carboxamide C(C)(C)OC=1C(=CC2=CN(N=C2C1)C1OCCCC1)C(=O)NC=1C=NN2C1N=CC=C2